7-(2-aminoacetyl)-10,13-bis(2-((tert-butyldimethylsilyl)oxy)ethyl)-2,2,3,3-tetramethyl-9,12-dioxo-4-oxa-7,10,13-triaza-3-silahexadecan-16-oic acid NCC(=O)N(CCO[Si](C(C)(C)C)(C)C)CC(N(CC(N(CCC(=O)O)CCO[Si](C)(C)C(C)(C)C)=O)CCO[Si](C)(C)C(C)(C)C)=O